ClC1=CC(=C(C=C1)C(C(=O)O)(F)F)F 2-(4-chloro-2-fluorophenyl)-2,2-difluoroacetic acid